N-(3-(2-(isoxazol-4-ylamino)-8,9-dihydroimidazo[1',2':1,6]pyrido[2,3-d]pyrimidin-6-yl)-4-methylphenyl)-4-(trifluoromethyl)picolinamide capryloyl-taurate C(CCCCCCC)(=O)NCCS(=O)(=O)O.O1N=CC(=C1)NC=1N=CC2=C(N1)N1C(C(=C2)C=2C=C(C=CC2C)NC(C2=NC=CC(=C2)C(F)(F)F)=O)=NCC1